4-(3-((5-bromo-2-((3-methyl-1-(1-methylpyrrolidin-3-yl)-1H-pyrazol-4-yl)amino)pyrimidin-4-yl)amino)propyl)-6,6-dimethyl-1,4-oxazepan-5-one BrC=1C(=NC(=NC1)NC=1C(=NN(C1)C1CN(CC1)C)C)NCCCN1CCOCC(C1=O)(C)C